F[C@@H]1CN(CC[C@@H]1NC1=C2C=C(N(C2=CC=C1)CC(F)(F)F)C#CCNC1=C(C=C(C=C1)C(NC)=O)OC)C(=O)OC(C)(C)C tert-butyl (3R,4S)-3-fluoro-4-((2-(3-((2-methoxy-4-(methylcarbamoyl)phenyl)amino)prop-1-yn-1-yl)-1-(2,2,2-trifluoroethyl)-1H-indol-4-yl)amino)piperidine-1-carboxylate